OC1=CC=C(C(=O)OCCCCCCCCCC)C=C1 Decyl para-hydroxybenzoate